COC12CC=C(N1)C=C1C=CC(C=C3C=CC(=CC=4C=CC(=C2)N4)N3)=N1 4-methoxy-porphyrin